ClC1=CC2=C(OC3(CC3)NS2(=O)=O)C=C1 7-chloro-2H,4H-spiro[benzo[b][1,4,5]oxathiazin-3,1'-cyclopropane]-1,1-dioxide